diphenyl-phosphonium tetrakis(phenyl)borate C1(=CC=CC=C1)[B-](C1=CC=CC=C1)(C1=CC=CC=C1)C1=CC=CC=C1.C1(=CC=CC=C1)[PH2+]C1=CC=CC=C1